FC=1C=C(C=CC1C1OC(C(O1)(C)C)(C)C)C1CCN(CC1)C(=O)OC(C)(C)C tert-butyl 4-(3-fluoro-4-(4,4,5,5-tetramethyl-1,3-dioxolan-2-yl)phenyl)piperidine-1-carboxylate